imidazolyl-lithium fluoride salt [F-].N1C(=NC=C1)[Li]